[Si](C)(C)(C(C)(C)C)OCC1=CC(=NN1C(C(C)=O)C)C1=CC=C(C=C1)F 3-(5-(((tert-Butyldimethylsilyl)oxy)methyl)-3-(4-fluorophenyl)-1H-pyrazol-1-yl)butan-2-one